C(C)(C)NC(O[C@H]1C[C@H](CC1)C=1NN=C(C1)NC(=O)C=1N(N=C(C1)C1=C(C(=CC=C1F)O)C1OCCO1)C)=O (1R,3S)-3-(5-{5-[2-(1,3-dioxolan-2-yl)-6-fluoro-3-hydroxyphenyl]-2-methyl pyrazole-3-amido}-2H-pyrazol-3-yl)cyclopentyl N-isopropylcarbamate